(2R,5S)-tert-butyl 5-(4-chlorobenzyl)-2-((methylthio)methyl)morpholine-4-carboxylate ClC1=CC=C(C[C@H]2CO[C@H](CN2C(=O)OC(C)(C)C)CSC)C=C1